CN1C(=NC=C1)CNC(N)=O 3-[(1-methyl-1H-imidazol-2-yl)methyl]Urea